1-N'-(4-fluorophenyl)-1-N-[4-[7-methoxy-6-[[(2S)-pyrrolidin-2-yl]methylcarbamoyl]quinolin-4-yl]oxyphenyl]cyclopropane-1,1-dicarboxamide FC1=CC=C(C=C1)NC(=O)C1(CC1)C(=O)NC1=CC=C(C=C1)OC1=CC=NC2=CC(=C(C=C12)C(NC[C@H]1NCCC1)=O)OC